[Na].C=1(C(O)=CC=CC1)OC guaiacol, sodium salt